methyl 1-(2-ethoxy-2-oxoethyl)-4-ethylpiperidine-4-carboxylate C(C)OC(CN1CCC(CC1)(C(=O)OC)CC)=O